CN1N=CC=C1C1=CC(=C2C(=N1)C(=NN2CC(F)(F)F)C2=CC=NN2C2OCCCC2)C=2C(=NC=CC2)C(F)(F)F 5-(1-Methyl-1H-pyrazol-5-yl)-3-(1-(tetrahydro-2H-pyran-2-yl)-1H-pyrazol-5-yl)-1-(2,2,2-trifluoroethyl)-7-(2-(trifluoromethyl)pyridin-3-yl)-1H-pyrazolo[4,3-b]pyridine